1-(3-((2-ethyl-5-(2-fluoro-6-hydroxyphenyl)-2H-indazol-3-yl)amino)piperidin-1-yl)prop-2-en-1-one Silver [Ag].C(C)N1N=C2C=CC(=CC2=C1NC1CN(CCC1)C(C=C)=O)C1=C(C=CC=C1O)F